COC=1C=C(C2=C(C(=NS2(=O)=O)N2N=C(CCC2C)C2=CC(=C(C=C2)B(O)O)OC)C1)OC [4-[2-(5,7-dimethoxy-1,1-dioxo-1,2-benzothiazol-3-yl)-3-methyl-4,5-dihydro-3H-pyridazin-6-yl]-2-methoxy-phenyl]boronic acid